C(CCCCC)OC(=O)[C@H]1[C@@H](CC=CC1)C(=O)OCCCCCC trans-4-cyclohexene-1,2-dicarboxylic acid di-n-hexyl ester